CN(C)CC1=C(C=CC(=N1)C1=CN=C(C2=CC(=CC=C12)C1=CN=C2N1C=CC(=C2)F)N(C(=O)OC(C)(C)C)C(=O)OC(C)(C)C)C2CCOCC2 4-(6-((dimethylamino)methyl)-5-(tetrahydro-2H-pyran-4-yl)pyridin-2-yl)-7-(7-fluoroimidazo[1,2-a]pyridin-3-yl)-1-(bis(tert-butyloxycarbonyl)amino)isoquinoline